3,4,5a,6,8,9-hexahydro-2H-1,2,5,7-tetraazabenzo[cd]azulene-5,7-dicarboxylate N=1NC2=C3C(CN(CCC13)C(=O)[O-])N(CC2)C(=O)[O-]